O1CCN(CC1)C[Si](C1=CC=C(C=C)C=C1)(C)C 4-(morpholinomethyldimethylsilyl)styrene